tert-butyl {[(2R)-4-fluoro-6-hydroxy-5-(1,1,4-trioxo-1λ6,2,5-thiadiazolidin-2-yl)-2,3-dihydro-1H-indol-2-yl]methyl}(2-methylpropyl)carbamate FC1=C2C[C@@H](NC2=CC(=C1N1S(NC(C1)=O)(=O)=O)O)CN(C(OC(C)(C)C)=O)CC(C)C